BrC=1C=CC(=NC1)C(C(=O)C1=CC(=CC=C1)F)(F)F 2-(5-bromopyridin-2-yl)-2,2-difluoro-1-(3-fluorophenyl)ethan-1-one